C(#N)C=1N=C2C(=CC(N(C2=CC1)C)=O)N1CC(N(CC1)C(=O)OC(C)(C)C)COC(F)F tert-butyl 4-(6-cyano-1-methyl-2-oxo-1,2-dihydro-1,5-naphthyridin-4-yl)-2-((difluoromethoxy)methyl)piperazine-1-carboxylate